5-[3-({4-[(2S)-2-amino-5-(2-amino-1H-imidazol-1-yl)pentanamido]oxan-4-yl}formamido)propoxy]-N-(2-{2-[(6-chlorohexyl)oxy]ethoxy}ethyl)pentanamide N[C@H](C(=O)NC1(CCOCC1)C(=O)NCCCOCCCCC(=O)NCCOCCOCCCCCCCl)CCCN1C(=NC=C1)N